C1(CC1)CN1C2CC(CC1CC2)N2CCC(CC2)C2=CC(=C1C(=N2)N(C(=N1)C1=CC=C(C=C1)S(=O)(=O)C)C)C 5-(1-(8-(cyclopropylmethyl)-8-azabicyclo[3.2.1]octan-3-yl)piperidin-4-yl)-3,7-dimethyl-2-(4-(methylsulfonyl)phenyl)-3H-imidazo[4,5-b]pyridine